C(C)(=O)NNC(=O)[C@H]1N2C(N([C@H](CC1)C2)OS(=O)(=O)O)=O.[Na] sodium (2S,5R)-N'-acetyl-7-oxo-6-(sulfooxy)-1,6-diazabicyclo[3.2.1]octane-2-carbohydrazide